5-(isoindolin-2-yl)-N-(3-methoxyphenyl)-7-(1,3,5-trimethyl-1H-pyrazol-4-yl)pyrazolo[1,5-a]pyrimidine-2-carboxamide C1N(CC2=CC=CC=C12)C1=NC=2N(C(=C1)C=1C(=NN(C1C)C)C)N=C(C2)C(=O)NC2=CC(=CC=C2)OC